3-(4-fluorophenyl)-1-methyl-4-[3-nitroimidazo[1,2-b]pyridazin-8-yl]pyrazole FC1=CC=C(C=C1)C1=NN(C=C1C=1C=2N(N=CC1)C(=CN2)[N+](=O)[O-])C